O(C1[C@H](O)[C@@H](O)[C@@H](O)[C@H](O1)CO)C1(C=NC2=CC=C(C(=C12)Cl)Br)[2H] 5-bromo-4-chloro-3-indolyl-3-d galactopyranoside